BrC=1C=C(C(=CC1)C=1C(=CC(=CC1)Br)N)N 4,4'-dibromobiphenyl-2,2'-diamine